[Fe].[Ni].[Mg] magnesium nickel-iron